3-(2-fluorophenyl)-6,7-dihydro-5H-pyrazolo[5,1-b][1,3]oxazine-2-carboxylic acid ethyl ester C(C)OC(=O)C1=NN2C(OCCC2)=C1C1=C(C=CC=C1)F